FC(C(=O)O)(F)F.C(C)(=O)N1CCN(CC1)C=1C=CC(=NC1)NC(=N)N 1-(5-(4-acetylpiperazin-1-yl)pyridin-2-yl)guanidin trifluoroacetate